IC1=NN(C(=C1C)C1=C(C2=C(N=CN=C2N)N1C)C1=CC=C(C=C1)OC1=NC=CC(=N1)C)C 6-(3-iodo-1,4-dimethyl-1H-pyrazol-5-yl)-7-methyl-5-{4-[(4-methylpyrimidin-2-yl)oxy]phenyl}-7H-pyrrolo[2,3-d]pyrimidin-4-amine